O1CC(C1)C(=O)O oxetan-3-formic acid